(((4-cyanophenyl)(4H-1,2,4-triazol-4-yl)amino)methyl)-2-fluorobenzonitrile C(#N)C1=CC=C(C=C1)N(N1C=NN=C1)CC=1C(=C(C#N)C=CC1)F